CN1C[C@@H]([C@H](CC1)NC(=O)C1=CC(=CC=2N(C=NC21)CC(F)(F)F)C#CCNC2=C(C=C(C=C2)S(=O)(=O)C)OCC)C N-[(3S,4S)-1-methyl-3-methyl-4-piperidyl]-6-[3-(2-ethoxy-4-mesylphenylamino)-1-propynyl]-1-(2,2,2-trifluoroethyl)-1H-1,3-benzimidazole-4-carboxamide